(+/-)-(1S,6S,8S)-tricyclo[4.2.1.03,8]Nonan-2-one [C@@H]12C([C@@H]3CC[C@@H](C[C@@H]31)C2)=O |&1:2|